N-(2-(7-fluoro-1H-indol-3-yl)ethyl)-N-methylcyclobutanamine FC=1C=CC=C2C(=CNC12)CCN(C1CCC1)C